N,N'-dimethyl-1,6-hexanediamine CNCCCCCCNC